N-[3-(difluoromethyl)-1-(tetrahydro-2H-pyran-4-ylmethyl)-1H-pyrazol-4-yl]-2-(1H-pyrazol-4-yl)-1,3-thiazole-4-carboxamide FC(C1=NN(C=C1NC(=O)C=1N=C(SC1)C=1C=NNC1)CC1CCOCC1)F